FC=1C=NC(=C(C1)F)NC1=NNC(=C1)C 3,5-difluoro-6-((5-methyl-1H-pyrazol-3-yl)amino)pyridin